NCC1=CC(=C(C=C1)NS(=O)(=O)C1=CSC=C1)C1=NNC=C1 N-(4-(aminomethyl)-2-(1H-pyrazol-3-yl)phenyl)thiophene-3-sulfonamide